INDOLE LACTATE C(C(O)C)(=O)O.N1C=CC2=CC=CC=C12